3-bromo-5-[3-methyl-1-(4-methyl-1,2,4-triazol-3-yl)cyclobutyl]pyridine BrC=1C=NC=C(C1)C1(CC(C1)C)C1=NN=CN1C